(2-chlorophenyl)-N-methyl-[1,2,4]triazolo[4,3-a]quinazolin-5-amine ClC1=C(C=CC=C1)C1=NN=C2N1C1=CC=CC=C1C(=N2)NC